2-(((S)-1-(1H-tetrazol-1-yl)propan-2-yl)oxy)-4-(2-((1-((1r,4r)-4-morpholinocyclohexyl)-3-(3-(trifluoromethoxy)propoxy)-1H-pyrazol-4-yl)amino)pyrimidin-5-yl)benzonitrile N1(N=NN=C1)C[C@H](C)OC1=C(C#N)C=CC(=C1)C=1C=NC(=NC1)NC=1C(=NN(C1)C1CCC(CC1)N1CCOCC1)OCCCOC(F)(F)F